COC(C1=C(C=CC(=C1)C=O)O)=O 5-Formyl-2-hydroxybenzoic acid methyl ester